OC(C)(C)C=1N=CC(=NC1)N1C(O[C@@]2(C1)C[C@@H](C(CC2)(C)C)CN2C=NC1=C2C=C(C=C1)C#N)=O (((5R,7S)-3-(5-(2-hydroxy-prop-2-yl)pyrazin-2-yl)-8,8-dimethyl-2-oxo-1-oxa-3-azaspiro[4.5]decan-7-yl)methyl)-1H-benzo[d]imidazole-6-carbonitrile